(E)-N-(5-bromo-2-cyano-3-hydroxy-4-(propenyl)phenyl)pivalamide BrC=1C(=C(C(=C(C1)NC(C(C)(C)C)=O)C#N)O)\C=C\C